C1=CC=C2C(=C1)C(C3=CC=CC=C32)COC(=O)N[C@H](CN=[N+]=[N-])C(=O)O 2-(R)-Fmoc-amino-3-azidopropionic acid